(R)-((5-bromopyrimidin-2-yl)methyl)(2-hydroxy-2-(4-methyl-1-oxo-1,3-dihydroisobenzofuran-5-yl)ethyl)carbamic acid tert-butyl ester C(C)(C)(C)OC(N(C[C@@H](C=1C(=C2COC(C2=CC1)=O)C)O)CC1=NC=C(C=N1)Br)=O